C=CC(=C)OC([O-])=O 3-butadienylcarbonate